ethyl (6R)-6-[4-[3-(2,4-dimethylpyrazol-3-yl)-2-pyridyl]piperazin-1-yl]-2-azaspiro[3.4]octane-2-carboxylate CN1N=CC(=C1C=1C(=NC=CC1)N1CCN(CC1)[C@H]1CC2(CN(C2)C(=O)OCC)CC1)C